C1(=CC=CC=C1)S(=O)(=O)C1=CC=2C(=NN(N2)C2=C(C(=CC(=C2)C(C)(C)C)C(C)(C)C)O)C=C1 5-phenylsulfonyl-2-(2-hydroxy-3,5-di-t-butylphenyl)-2H-benzotriazole